C(C[Si](OCC)(OCC)OCC)[Si](OCC)(OCC)OCC ethylenebis(triethoxysilane)